C(C)(C)(C)OC(=O)N1CCC(=C[C@@H]1C)OS(=O)(=O)C(F)(F)F (6S)-6-methyl-4-(trifluoromethanesulfonyloxy)-1,2,3,6-tetrahydropyridine-1-carboxylic acid tert-butyl ester